N1CC(C1)S(=O)(=O)\C=C\[C@@H](CC)NC(=O)C1(CCN(CC1)S(=O)(=O)C1=C(C=C(C=C1)Br)C1=C(C=CC=C1)Cl)F (R,E)-N-(1-(azetidin-3-ylsulfonyl)pent-1-en-3-yl)-1-((5-bromo-2'-chloro-[1,1'-biphenyl]-2-yl)sulfonyl)-4-fluoropiperidine-4-carboxamide